CN(C(CC)=O)C N,N-dimethyl-1-propanamide